N-(3-azidopropyl)-4-ethylsulphanyl-carbothioylsulphanyl-4-methyl-pentanamide N(=[N+]=[N-])CCCNC(C(CC(C)(C)SCC)S=C=S)=O